6-amino-2-(3,5-dichloro-4-((2'-oxo-1',2'-dihydrospiro[cyclopropane-1,3'-pyrrolo[2,3-b]pyridin]-5'-yl)oxy)phenyl)-1,2,4-triazine-3,5(2H,4H)-dione NC=1C(NC(N(N1)C1=CC(=C(C(=C1)Cl)OC=1C=C2C(=NC1)NC(C21CC1)=O)Cl)=O)=O